ClC1=C(C(=C(C=C1OC)OC)Cl)C=1C(N(C2=CC(=NC=C2C1)C=1C=NN(C1C)CCC#N)CC)=O 3-(4-(3-(2,6-dichloro-3,5-dimethoxyphenyl)-1-ethyl-2-oxo-1,2-dihydro-1,6-naphthyridin-7-yl)-5-methyl-1H-pyrazol-1-yl)propanenitrile